C1(CC1)NC(CCOC1=C(C=C(C=C1)OC)C=O)=O N-CYCLOPROPYL-3-(2-FORMYL-4-METHOXYPHENOXY)PROPANAMIDE